FC1=CC=C2C(C(NC2=C1F)=O)(C1=CC=C(C=C1)OC(F)(F)F)O 6,7-difluoro-3-hydroxy-3-(4-(trifluorometh-oxy)phenyl)indolin-2-one